C(=O)O.CN1N=NC2=C1C=CC(=C2C)C(CC(=O)O)C2=CC(=C(C=C2)F)CN2C[C@@H](OC1=C(C2)C=CC=C1)C 3-(1,4-dimethyl-1H-benzo[d][1,2,3]triazol-5-yl)-3-(4-fluoro-3-(((S)-2-methyl-2,3-dihydrobenzo[f][1,4]oxazepin-4(5H)-yl)methyl)phenyl)propanoic acid, formic acid salt